N1(N=CN=C1)C1=CC=C(C=C1)NC1=C(C=CC(=C1)C=1C(=NOC1C)C)C (4-(1H-1,2,4-triazol-1-yl)phenyl)-5-(3,5-dimethylisoxazol-4-yl)-2-methylaniline